(R)-6-(3,5-dimethylisoxazol-4-yl)-1-(1-phenylethyl)-1H-imidazo[4,5-b]pyridin-2(3H)-one CC1=NOC(=C1C=1C=C2C(=NC1)NC(N2[C@H](C)C2=CC=CC=C2)=O)C